FC1=C(C=C(C=C1C(F)(F)F)C1=NN(C2=CC(=CC=C12)N1CCN(CC1)S(=O)(=O)C)C)O 2-Fluoro-5-(1-methyl-6-(4-(methylsulfonyl)piperazin-1-yl)-1H-indazol-3-yl)-3-(trifluoromethyl)phenol